methyl (3-methyl-4-((5-(4-(1-methyl-1H-pyrazol-4-yl)phenyl)-1H-pyrazol-3-yl)amino)phenyl)carbamate CC=1C=C(C=CC1NC1=NNC(=C1)C1=CC=C(C=C1)C=1C=NN(C1)C)NC(OC)=O